C1(CCCCCCCCC\C=C/CCCO1)=O cis-11-pentadecen-1,15-olide